C(C)(C)(C)OC(=O)N1CC(CC1)OC1=CC(=CC(=C1)NC(=O)OC1=CC=CC=C1)Cl 3-(3-chloro-5-((phenoxycarbonyl)amino)phenoxy)pyrrolidine-1-carboxylic acid tert-butyl ester